propionic acid, tetraethylammonium salt C(C)[N+](CC)(CC)CC.C(CC)(=O)[O-]